C1(=CC=CC2=CC=CC=C12)CC(CCCOCCCC(CC1=CC=CC2=CC=CC=C12)Br)Br 1-naphthylmethyl-4-bromobutyl ether